Cl.C(C)(=O)C1=CC=C(C=N1)C(C(=O)N)=CC1=NC2(N=C1C1=CC=C(C=C1)C)CCNCC2 6-Acetyl-pyridin-3-yl-3-(3-(p-tolyl)-1,4,8-triazaspiro[4.5]dec-1,3-dien-2-yl)acrylamide hydrochloride